3-Fluoro-phenol FC=1C=C(C=CC1)O